rac-3-chloro-2-[(2-fluorophenyl)methyl]-6-[(1R,2R)-2-methylcyclopropyl]pyrazolo[3,4-d]pyridazin-7-one ClC=1N(N=C2C(N(N=CC21)[C@H]2[C@@H](C2)C)=O)CC2=C(C=CC=C2)F |r|